C(C)(C)N(C1=NC(=CC(=N1)C(=O)NC1=CC(=C(C(=O)O)C=C1)C)C(F)(F)F)CCC 4-(2-(Isopropyl(propyl)amino)-6-(trifluoromethyl)pyrimidine-4-carboxamido)-2-methylbenzoic acid